BrC=1C=C(C[C@H]2C[C@@H](N(C2=O)C(=O)OC(C)(C)C)C(=O)OCC2=CC=CC=C2)C=CC1 2-benzyl 1-(tert-butyl) (2R,4S)-4-(3-bromobenzyl)-5-oxopyrrolidine-1,2-dicarboxylate